C1(=CC=CC=C1)CCCC 4-Phenylbutan